C(#N)C=1C=C(C=C(C1)C1NCCOC1)C1=CC(=C(C=C1)F)C(=O)N 3'-cyano-4-fluoro-5'-(morpholin-3-yl)-[1,1'-biphenyl]-3-carboxamide